C(C1=CC=CC=C1)C1=C2N(C=C(N1)C1=CC=CC=C1)C(C(=N2)CC=2OC(=C(C2)C)C)=O 8-Benzyl-2-((4,5-dimethylfuran-2-yl)methyl)-6-phenylimidazo[1,2-a]pyrazin-3(7H)-on